Beta-glycidoxyethyl-methyl-dimethoxysilane 6-bromohexyl-6,6-bis(oct-3-yn-1-yloxy)hexanoate BrCCCCCCOC(CCCCC(OCCC#CCCCC)OCCC#CCCCC)=O.C(C1CO1)OCC[Si](OC)(OC)C